tert-butyl 3-[tert-butyl(dimethyl)silyl]oxy-4-(4-iodopyrazol-1-yl)piperidine-1-carboxylate [Si](C)(C)(C(C)(C)C)OC1CN(CCC1N1N=CC(=C1)I)C(=O)OC(C)(C)C